4-(7-fluoro-8-methyl-imidazo[1,2-a]pyridin-3-yl)-7-[[5-(4-hydroxy-1-piperidyl)-2-pyridyl]amino]isoindolin-1-one FC1=C(C=2N(C=C1)C(=CN2)C2=C1CNC(C1=C(C=C2)NC2=NC=C(C=C2)N2CCC(CC2)O)=O)C